ClC1=C(C=NC(=C1)N1N=NC=C1)COC1=CC=CC(=N1)C1=CC(=C(CC2=NC3=C(N2CCOC)C=C(C=C3)C(=O)O)C=C1F)F 2-(4-(6-((4-chloro-6-(1H-1,2,3-triazol-1-yl)pyridin-3-yl)methoxy)pyridin-2-yl)-2,5-difluorobenzyl)-1-(2-methoxyethyl)-1H-benzo[d]imidazole-6-carboxylic acid